C1=CC=C(C=C1)CN(CC2=CC=CC=C2)N N,N-dibenzylhydrazine